C(CCCCCCCCC)(=O)O[C@@H](CC(=O)O[C@H]([C@H]([C@H](CC[C@@H](C(=O)[O-])NC(C[C@@H](CCCCCCCCCCC)OC(CCCCCCCCC)=O)=O)O)NC(C[C@@H](CCCCCCCCCCC)OC(CCCCCCCCC)=O)=O)[C@H](O)[C@H](O)CO)CCCCCCCCCCC 7-O-[(3R)-3-(decanoyloxy) tetradecanoyl]-2,6-bis{[(3R)-3-(decanoyloxy) tetradecanoyl] amino}-2,3,4,6-tetradeoxy-D-erythro-L-galacto-deconate